O=CC(C)=O 1-oxo-2-propanal